CC(C#N)(C)C1=CC(=CC=C1)NC=1C2=C(N=C(N1)NC=1C=NN(C1)C1CCN(CC1)C)SC=C2C 2-methyl-2-(3-((5-methyl-2-((1-(1-methylpiperidin-4-yl)-1H-pyrazol-4-yl)amino)thieno[2,3-d]pyrimidin-4-yl)amino)phenyl)propanenitrile